C1(CC1)CN(CC1CC1)CC1=NN=C(O1)C=1N(C=2C=CC=C(C2C1)N[C@@H]1[C@@H](CN(CC1)C)F)CC(F)(F)F |r| (+/-)-2-(5-((bis(cyclopropylmethyl)amino)methyl)-1,3,4-oxadiazol-2-yl)-N-((3R,4S)-3-fluoro-1-methylpiperidin-4-yl)-1-(2,2,2-trifluoroethyl)-1H-indol-4-amine